C(C)O[Si](OCC)(OCC)CN1CNCNC1 1-(Triethoxysilylmethyl)hexahydro-1,3,5-triazin